2-(3,4-dimethyl-1H-pyrazol-1-yl)-5-(1,3-dioxolan-2-yl)pyridine CC1=NN(C=C1C)C1=NC=C(C=C1)C1OCCO1